C(C)(C)(C)OC(=O)N1C(CN(CC1)C1=NC=CC=C1)C(=O)NC(C(=O)O)\C=C\C(C)(C)C (E)-2-[1-tert-butoxycarbonyl-4-(2-pyridyl)-2-piperazinylcarbonylamino]-5,5-dimethyl-3-hexenoic acid